C(#N)C=1C=NC=NC1 5-cyanopyrimidine